9,9'-(2-cyano-5-(2,6-diphenylpyridin-4-yl)-1,3-phenylene)bis(9H-carbazole-3,6-dicarbonitrile) C(#N)C1=C(C=C(C=C1N1C2=CC=C(C=C2C=2C=C(C=CC12)C#N)C#N)C1=CC(=NC(=C1)C1=CC=CC=C1)C1=CC=CC=C1)N1C2=CC=C(C=C2C=2C=C(C=CC12)C#N)C#N